C(C)(C)(C)OC(=O)N1CCC(CC1)COC1=NC=C(C=N1)Cl 4-(((5-Chloropyrimidin-2-yl)oxy)methyl)piperidine-1-carboxylic acid tert-butyl ester